S(=O)(=O)(O)C1=C2C(C=3C=CC(=CC3C(C2=C(C=C1)S(=O)(=O)O)=O)C(=O)O)=O 5,8-disulfo-9,10-anthraquinone-2-carboxylic acid